3-((2-(((1-(4-(7-hydroxy-3-phenylchroman-4-yl)phenyl)piperidin-4-yl)(methyl)amino)methyl)phenyl)amino)piperidine-2,6-dione OC1=CC=C2C(C(COC2=C1)C1=CC=CC=C1)C1=CC=C(C=C1)N1CCC(CC1)N(C)CC1=C(C=CC=C1)NC1C(NC(CC1)=O)=O